4-methyl-1-oxopent-2-yl-carbamic acid tert-butyl ester C(C)(C)(C)OC(NC(C=O)CC(C)C)=O